(E)-5-(4-chlorophenyl)-N-(1-(2-(3-(hydroxyamino)-3-oxoprop-1-en-1-yl)phenyl)piperidin-4-yl)-2-methylfuran-3-carboxamide ClC1=CC=C(C=C1)C1=CC(=C(O1)C)C(=O)NC1CCN(CC1)C1=C(C=CC=C1)\C=C\C(=O)NO